(E)-N1-(2-(2,6-dioxopiperidin-3-yl)-1-oxoisoindolin-5-yl)-N6-(4-(2-((4-(2-(3-methylbenzylidene)hydrazino)-6-morpholinopyrimidin-2-yl)oxy)ethyl)phenyl)adipamide O=C1NC(CCC1N1C(C2=CC=C(C=C2C1)NC(CCCCC(=O)NC1=CC=C(C=C1)CCOC1=NC(=CC(=N1)N/N=C/C1=CC(=CC=C1)C)N1CCOCC1)=O)=O)=O